(3S)-1-[3-[4-[3-(trifluoromethyl)cyclobutyl]phenyl]azetidine-1-carbonyl]pyrrolidine-3-carboxamide FC(C1CC(C1)C1=CC=C(C=C1)C1CN(C1)C(=O)N1C[C@H](CC1)C(=O)N)(F)F